C1(CC1)C(=O)N1CC2=CN=C(C=C2CC1)OCC1=C(N=NN1C)C=1C=NC(=CC1)C 2-Cyclopropanecarbonyl-6-{[1-methyl-4-(6-methylpyridin-3-yl)-1H-1,2,3-triazol-5-yl]methoxy}-1,2,3,4-tetrahydro-2,7-naphthyridine